(R)-2-(3-(4-chlorophenyl)-1-(4-((1-(hydroxymethyl)cyclobutyl)amino)-5-oxido-6,7-dihydrothieno[3,2-d]pyrimidin-2-yl)azetidin-3-yl)acetonitrile ClC1=CC=C(C=C1)C1(CN(C1)C=1N=C(C2=C(N1)CC[S@]2=O)NC2(CCC2)CO)CC#N